ClC=1N=NC=CC1N1CCN(CC1)C(=O)OC(C)(C)C tert-butyl 4-(3-chloropyridazin-4-yl)piperazine-1-carboxylate